C(C=C)OC(=O)NC[C@@H](CN(C(=O)OC(C)(C)C)CC1(CN(C1)C(=O)OC(C)(C)C)O)O tert-butyl 3-[[[(2S)-3-(allyloxycarbonylamino)-2-hydroxy-propyl]-tert-butoxycarbonyl-amino]methyl]-3-hydroxy-azetidine-1-carboxylate